ClC1=C(C(=CC(=C1)Cl)F)NC=1N(C2=NC(=NC=C2N1)NC1CC(C1)O)C1CCC(CC1)C(=O)N (1s,4s)-4-(8-(2,4-dichloro-6-fluorophenylamino)-2-((1s,3s)-3-hydroxycyclobutylamino)-9H-purin-9-yl)cyclohexanecarboxamide